bis-stearoxydimethylsilane C(CCCCCCCCCCCCCCCCC)O[Si](C)(C)OCCCCCCCCCCCCCCCCCC